7-bromo-4-(4-(trifluoromethyl)phenyl)benzo[d]oxazol-6-amine BrC1=C(C=C(C=2N=COC21)C2=CC=C(C=C2)C(F)(F)F)N